1,4-diazole N1C=CN=C1